N-(4-(4-methylpiperazin-1-yl)phenyl)-7H-pyrrolo[2,3-d]pyrimidin-2-amine CN1CCN(CC1)C1=CC=C(C=C1)NC=1N=CC2=C(N1)NC=C2